7-fluoro-2H-indazol FC1=CC=CC2=CNN=C12